C(C)(C)(C)OC(NCCOC1(CC(C1)OCC1=CC=CC=C1)CI)=O (2-(3-(benzyloxy)-1-(iodomethyl)cyclobutoxy)ethyl)carbamic acid tert-butyl ester